4-fluoro-2-(trifluoro-methyl)benzonitrile FC1=CC(=C(C#N)C=C1)C(F)(F)F